OC1=C(C2=C(SC(=C2)C(CC(C(=O)O)C)=O)C=C1OC)[N+](=O)[O-] 4-(5-Hydroxy-6-methoxy-4-nitrobenzo[b]thiophen-2-yl)-2-methyl-4-oxobutanoic acid